(2-hydroxy-4-methyl-phenyl)boronic acid OC1=C(C=CC(=C1)C)B(O)O